FC=1C(=NC=C(C1)C1=CC=CC=2N1N=CC2C(=O)N2CCCCC2)C#N 3-Fluoro-5-[3-(piperidine-1-carbonyl)pyrazolo[1,5-a]pyridin-7-yl]pyridine-2-carbonitrile